COC1=CC=C(C=C1)C1=CC(=NN1)NC=1C=C(C=CC1)NC(C)=O N-(3-((5-(4-methoxyphenyl)-1H-pyrazol-3-yl)amino)phenyl)acetamide